1-(4-(2-benzothiazolyl)-phenyl)-3-(3-nitrophenyl)-2-propen-1-one S1C(=NC2=C1C=CC=C2)C2=CC=C(C=C2)C(C=CC2=CC(=CC=C2)[N+](=O)[O-])=O